methyl 5-(4-(chloromethyl)-1H-imidazol-1-yl)pentanoate hydrochloride Cl.ClCC=1N=CN(C1)CCCCC(=O)OC